C(C1=CC=CC=C1)OP(=O)(OCC1=CC=CC=C1)OCC([C@H](C(=O)NCCC(=O)NCCSC(CCC(=O)OC)=O)O)(C)C methyl (R)-4-((2-(3-(4-((bis(benzyloxy)phosphoryl)oxy)-2-hydroxy-3,3-dimethylbutanamido)propanamido) ethyl)thio)-4-oxobutanoate